7-[tert-butyl-(dimethyl)silyl]oxy-2-phenyl-2-azaspiro[4.5]decan-3-one C(C)(C)(C)[Si](OC1CC2(CC(N(C2)C2=CC=CC=C2)=O)CCC1)(C)C